C(C)O\C=C/C1=C2C=CNC2=CC(=C1OC1=CC(=C(C=C1)F)C=1NC(=CN1)C(C)(C)C1=CC=CC=C1)F (Z)-4-(2-Ethoxyvinyl)-6-fluoro-5-(4-fluoro-3-(5-(2-phenylpropan-2-yl)-1H-imidazol-2-yl)phenoxy)-1H-indole